tetrafluoroborate nickel [Ni+2].F[B-](F)(F)F.F[B-](F)(F)F